BrC=1C=C(C=NC1)C(C)=O 1-(5-bromo-3-pyridyl)ethanone